C(CCCCCCCC)C=1C(=C(C(=C2C=CC=CC12)S(=O)(=O)O)S(=O)(=O)O)CCCCCCCCC di-nonylnaphthalenedisulfonic acid